1,4-Dimethylsilylcyclohexane C[SiH2]C1CCC(CC1)[SiH2]C